C(#N)C=1C(=NC(=C(C1CC)C#N)N1CCC(CC1)O)SC(C(=O)N)C1=CC=CC=C1 2-((3,5-dicyano-4-ethyl-6-(4-hydroxypiperidin-1-yl)pyridin-2-yl)sulfanyl)-2-phenylacetamide